C1=CC=CC2=NC3=CC=CC=C3C(=C12)C(=O)NC1CC(NC(C1)(C)C)(C)C 4-[(9-acridinecarbonyl)amino]-2,2,6,6-tetramethylpiperidin